ClC1=C2NC(C(=NC2=CC=C1CN1CCN(CC1)C=1C=CC(=NC1)C(=O)NC)CC)=O 5-[4-[(5-Chloro-2-ethyl-3-oxo-4H-quinoxalin-6-yl)methyl]piperazin-1-yl]-N-methyl-pyridine-2-carboxamide